N4-cyclohexyl-N2-(3,4-dimethoxyphenyl)quinazoline-2,4-diamine C1(CCCCC1)NC1=NC(=NC2=CC=CC=C12)NC1=CC(=C(C=C1)OC)OC